3-((4-(4-(1,3-Dioxolan-2-yl)piperidin-1-yl)-3-fluorophenyl)amino)piperidine-2,6-dione O1C(OCC1)C1CCN(CC1)C1=C(C=C(C=C1)NC1C(NC(CC1)=O)=O)F